(R)-2-(3-(1-(4-methyl-4H-1,2,4-triazol-3-yl)propan-2-yl)phenylcarbamoyl)isonicotinic acid CN1C(=NN=C1)C[C@@H](C)C=1C=C(C=CC1)NC(=O)C=1C=C(C(=O)O)C=CN1